C(C=C)(=O)N1C[C@H](C[C@@H]1[C@@H](C)O)N1N=C(C(=C1NC)C(=O)N)C#CC1=CC2=C(N(C(=N2)C)C2CC2)C=C1Cl 1-((3S,5R)-1-acryloyl-5-((R)-1-hydroxyethyl)pyrrolidin-3-yl)-3-((6-chloro-1-cyclopropyl-2-methyl-1H-benzo[d]imidazol-5-yl)ethynyl)-5-(methylamino)-1H-pyrazole-4-carboxamide